COC1=C(C=CC=C1)C1=NC2=C(C(O1)=O)C=CC=C2 2-o-methoxyphenyl-3,1-benzoxazin-4-one